1-phenyl-2,2,5-trimethyl-4-hexen-1-one C1(=CC=CC=C1)C(C(CC=C(C)C)(C)C)=O